ON1C(C=CC=C1CN1CCN(CC(N(CCN(CC1)CC=1N(C(C=CC1)=O)O)CC=1N(C(C=CC1)=O)O)CC1=CC=C(C=C1)N=C=S)CC=1N(C(C=CC1)=O)O)=O 1-Hydroxy-6-({4,7,10-tris[(1-hydroxy-6-oxopyridin-2-yl)methyl]-6-[(4-isothiocyanatophenyl)methyl]-1,4,7,10-tetraazacyclododecan-1-yl}methyl)pyridin-2-one